1-(5-(4-AMINO-1-(2-HYDROXYETHYL)-1H-PYRAZOLO[3,4-D]PYRIMIDIN-3-YL)-4-FLUOROINDOLIN-1-YL)-2-(2-FLUORO-5-(TRIFLUOROMETHYL)PHENYL)ETHAN-1-ONE NC1=C2C(=NC=N1)N(N=C2C=2C(=C1CCN(C1=CC2)C(CC2=C(C=CC(=C2)C(F)(F)F)F)=O)F)CCO